CC(C)(C1=C(C(=CC(=C1)C)C)OCC(=O)N)C1=C(C(=CC(=C1)C)C)OCC(=O)N 2,2'-((propane-2,2-diylbis(4,6-dimethyl-2,1-phenylene))bis(oxy))diacetic acid amide